NC1=C(C=C2C3=C(C=CC=C13)C(=O)OC2=O)S(=O)(=O)O 4-amino-3-sulfo-1,8-naphthalenedicarboxylic anhydride